ClC1=C(C=C2CCCNC2=C1)C=1C=NN(C1)C 7-chloro-6-(1-methyl-1H-pyrazol-4-yl)-1,2,3,4-tetrahydroquinoline